7-methoxy-3,4-dihydroxynaphthalene COC1=CC=C2C(=C(C=CC2=C1)O)O